FC(OC=1C=C(C=CC1)C1=CC=CC=C1)F 3'-(difluoromethoxy)-[1,1'-biphenyl]